((((((methanetriyltris(benzene-4,1-diyl))tris(oxy))tris(3-((4-chlorophenyl)thio)propane-1,2-diyl))tris(oxy))tris(carbonyl))tris(azanediyl))tris(ethane-2,1-diyl) tris(2-methylacrylate) CC(C(=O)OCCNC(=O)OC(COC1=CC=C(C=C1)C(C1=CC=C(C=C1)OCC(CSC1=CC=C(C=C1)Cl)OC(=O)NCCOC(C(=C)C)=O)C1=CC=C(C=C1)OCC(CSC1=CC=C(C=C1)Cl)OC(=O)NCCOC(C(=C)C)=O)CSC1=CC=C(C=C1)Cl)=C